pyrazino[2',3':4,5][1,2,3]triazolo[1,2-a]indazol-6-ium-5-ide N1=CC=NC=2[N-][N+]=3N(C4=CC=CC=C4C3)C21